2-(2,2'-dimethyl-3'-(5-(methyl-L-prolyl)-5,6-dihydro-4H-pyrrolo[3,4-d]oxazol-2-yl)-[1,1'-biphenyl]-3-yl)-5-(hydroxymethyl)benzo[d]oxazole-7-carbonitrile CC1=C(C=CC=C1C=1OC2=C(N1)C=C(C=C2C#N)CO)C2=C(C(=CC=C2)C=2OC1=C(N2)CN(C1)C([C@H]1N(CCC1)C)=O)C